6-chloro-2-[(1S,2R)-2-(6-fluoro-2,3-dimethylphenyl)-1-(5-oxo-4H-1,3,4-oxadiazol-2-yl)propyl]-4-hydroxy-4-methyl-3H-1lambda6,2-benzothiazine-1,1-dione ClC=1C=CC2=C(C(CN(S2(=O)=O)[C@@H]([C@H](C)C2=C(C(=CC=C2F)C)C)C=2OC(NN2)=O)(C)O)C1